C(C)(C)(C)[Si](C1=CC(=NN1C)N1C(CNC(C1)=O)=O)(F)C(C)(C)C 1-{5-[di(tert-butyl)(fluoro)silyl]-1-methyl-3-pyrazolyl}-2,5-piperazinedione